5-chloro-4,4-difluoro-1,3-dihydroisoquinoline-2-carboxylic acid benzyl ester C(C1=CC=CC=C1)OC(=O)N1CC2=CC=CC(=C2C(C1)(F)F)Cl